tert-butyl N-[[(2S)-4-[3-[1-(2,6-dioxo-3-piperidyl)-3-methyl-2-oxo-benzimidazol-5-yl]prop-2-ynyl]morpholin-2-yl]methyl]carbamate O=C1NC(CCC1N1C(N(C2=C1C=CC(=C2)C#CCN2C[C@@H](OCC2)CNC(OC(C)(C)C)=O)C)=O)=O